NC=1C=2N(C3=CC(=CC=C3N1)C(=O)O)N=CC2C 4-Amino-3-methylpyrazolo[1,5-a]quinoxalin-8-carboxylic acid